FC=1C=C(C=C(C1)F)[C@@H]1CC[C@H]2OC3(C(N21)=O)CCN(CC3)C3=NC=CC(=N3)OC (5'S,7a'R)-5'-(3,5-difluorophenyl)-1-(4-methoxypyrimidin-2-yl)tetrahydro-3'H-spiro[piperidine-4,2'-pyrrolo[2,1-b][1,3]oxazol]-3'-one